C1(=CC=CC2=CC=CC=C12)CC(=O)ONC(OCC(Cl)(Cl)Cl)=O 2,2,2-Trichloroethyl (2-(naphthalen-1-yl)acetoxy)carbamate